(R)-8-(2-chloro-5-fluorophenyl)-1-(5-fluoro-1H-indole-1-carboxamido)-N-methyl-6-oxo-5,6,7,8-tetrahydroimidazo[1,5-a]pyrazine-3-carboxamide ClC1=C(C=C(C=C1)F)[C@@H]1C=2N(CC(N1)=O)C(=NC2NC(=O)N2C=CC1=CC(=CC=C21)F)C(=O)NC